Ethyl-(4-((3-(4-cyano-3-(trifluoromethyl)phenyl)-2-(trifluoromethyl)oxazolidin-5-yl)methoxy)phenyl)carbamat C(C)OC(NC1=CC=C(C=C1)OCC1CN(C(O1)C(F)(F)F)C1=CC(=C(C=C1)C#N)C(F)(F)F)=O